7-(3-chloro-1H-pyrazol-1-yl)-6-fluoro-1-(2-fluoro-4-hydroxyphenyl)-4-oxo-1,4-dihydro-quinoline-3-carboxylic acid ClC1=NN(C=C1)C1=C(C=C2C(C(=CN(C2=C1)C1=C(C=C(C=C1)O)F)C(=O)O)=O)F